CC(CC(C)NC1=CC=C(C=C1)NC1=CC=C(C=C1)O)C 4-((4-((4-methylpentan-2-yl)amino)phenyl)amino)phenol